1'-[3-(p-fluorobenzoyl)propyl]-[1,4'-bipiperidine]-4'-carboxamide FC1=CC=C(C(=O)CCCN2CCC(CC2)(N2CCCCC2)C(=O)N)C=C1